C(=O)O.N[C@H](CC1=C(C2=NC(=CC(=C2S1)NCC=1SC=CN1)Cl)C)CCF 2-[(2S)-2-amino-4-fluorobutyl]-5-chloro-3-methyl-N-[(1,3-thiazol-2-yl)methyl]thieno[3,2-b]pyridin-7-amine formate salt